[Si](C)(C)(C(C)(C)C)O[C@H]1C[C@@H](N(C1)C(=O)OCC1=CC=CC=C1)C(=O)OC 1-benzyl 2-methyl (2R,4S)-4-((tert-butyldimethylsilyl)oxy)pyrrolidine-1,2-dicarboxylate